C1(CCCC1)N1C2=NC(=NC=C2N=C1NC1=CC=CC=C1)NC1=CC=C(C=C1)N1CCC(CC1)N1CCN(CC1)CC1=CC=C(C=C1)N1C(NC(CC1)=O)=O 1-(4-((4-(1-(4-((9-cyclopentyl-8-(phenylamino)-9H-purin-2-yl)amino)phenyl)piperidin-4-yl)piperazin-1-yl)methyl)phenyl)dihydropyrimidine-2,4(1H,3H)-dione